C(C)C1=CC2=C(CCO[C@]23C[C@@H](N(CC3)CC=3N=NN(C3)CCS(=O)(=O)C)C)S1 (2'S,4R)-2-ethyl-2'-methyl-1'-[[1-(2-methylsulfonylethyl)triazol-4-yl]methyl]spiro[6,7-dihydrothieno[3,2-c]pyran-4,4'-piperidine]